diketopropionitrile O=CC(C#N)=O